NC=1C=C(C=CC1)O L-3-aminophenol